S(=O)(=O)(C1=CC=C(C)C=C1)OCCOCCC(=O)O 3-(2-(tosyloxy)ethoxy)propanoic acid